FC(C(=O)O)(F)F.FC(OC=1C=C(C=CC1F)[C@H](CC(=O)OC)NC(CNC(=O)C1=CC(=C2C=NNC2=C1)NC=1NCC(CN1)F)=O)F methyl (3S)-3-(3-(difluoromethoxy)-4-fluorophenyl)-3-(2-(4-((5-fluoro-1,4,5,6-tetrahydropyrimidin-2-yl)amino)-1H-indazole-6-carboxamido)acetamido)propanoate trifluoroacetate